NC=1C=2N(C3=C(N1)C=NC(=C3)C(=O)N([C@@H]3COC1=C3C=NC(=C1)C(F)(F)F)C)C=NC2 (S)-4-amino-N-methyl-N-(6-(trifluoromethyl)-2,3-dihydrofuro[3,2-c]-pyridin-3-yl)imidazo-[1,5-a]pyrido[3,4-e]-pyrazine-8-carboxamide